1-((1-Ethoxypropan-2-yl)oxy)-propan-2-amin C(C)OCC(C)OCC(C)N